CNCCC1CN(C1)C(=O)OC(C)(C)C tert-butyl 3-[2-(methylamino) ethyl]azetidine-1-carboxylate